2-chloro-4-fluoro-5-(1,3-dioxooctahydro-2H-isoindol-2-yl)benzoic acid (1-ethoxy-1-isopropoxycarbonylmethyl) ester C(C)OC(C(=O)OC(C)C)OC(C1=C(C=C(C(=C1)N1C(C2CCCCC2C1=O)=O)F)Cl)=O